C(N)(=O)C=1C(=NN(C1)C1(CCN(CC1)C(=O)OC(C)C1CC1)CC#N)NC(=O)C1CC1 1-cyclopropylethyl 4-[4-carbamoyl-3-(cyclopropanecarbonylamino) pyrazol-1-yl]-4-(cyanomethyl)piperidine-1-carboxylate